(S)-3-((S)-sec-butyl)-4-(1H-pyrazole-5-carbonyl)-1,3,4,5-tetrahydro-2H-benzo[e][1,4]diazepin-2-one [C@H](C)(CC)[C@@H]1N(CC2=C(NC1=O)C=CC=C2)C(=O)C2=CC=NN2